OC1C(OCC(C1O)O)C(=O)O 3,4,5-trihydroxy-oxane-2-carboxylic acid